(R)-1-chloro-3-(4-(2-(4-((R)-2-hydroxy-3-(piperazin-1-yl)propoxy)phenyl)propan-2-yl)phenoxy)propan-2-ol ClC[C@@H](COC1=CC=C(C=C1)C(C)(C)C1=CC=C(C=C1)OC[C@@H](CN1CCNCC1)O)O